1-(1-benzyl-4-chloro-5-nitro-1H-pyrrolo[2,3-b]pyridin-3-yl)-2,2,2-trifluoroethan C(C1=CC=CC=C1)N1C=C(C=2C1=NC=C(C2Cl)[N+](=O)[O-])CC(F)(F)F